COC1=C2C=CC=C(C2=CC=C1)P(C1=CC=C(C=C1)C)(C1=CC=CC2=C(C=CC=C12)OC)=S bis(5-methoxynaphthyl)(4-methylphenyl)phosphine sulfide